OC1(C(CCC1)N1C(C(=CC2=C1N=C(N=C2)NC2(CCN(CC2)S(=O)(=O)C([2H])([2H])[2H])[2H])C([2H])([2H])[2H])=O)C([2H])([2H])[2H] (±)-8-(2-hydroxy-2-(methyl-d3)cyclopentyl)-6-(methyl-d3)-2-((1-((methyl-d3)sulfonyl)piperidin-4-yl-4-d)-amino)pyrido[2,3-d]pyrimidin-7(8H)-one